C(=O)C1=C(C=CC(=C1)C(=O)O)C1=CC=CC=C1 formylbiphenyl-4-carboxylic acid